ClC1=C(C=C(C=C1)F)C1=CC=C(N=N1)NC[C@@H]1CC12CCN(CC2)CC2COCCC2 (R)-6-(2-chloro-5-fluoro-phenyl)-N-[[6-(tetrahydropyran-3-ylmethyl)-6-azaspiro[2.5]octan-2-yl]methyl]pyridazin-3-amine